1-bromo-3-(1,1-difluoro-2-methoxyethyl)-2-fluorobenzene BrC1=C(C(=CC=C1)C(COC)(F)F)F